(R)-2-(5-((2,5-dioxoimidazolidin-4-yl)methyl)-1,3,4-oxadiazol-2-yl)acetic acid O=C1NC([C@H](N1)CC1=NN=C(O1)CC(=O)O)=O